5-(1-cyclopropylhydrazinyl)-1H-tetrazole C1(CC1)N(N)C1=NN=NN1